3-(3-Hydroxy-4-methoxyphenyl)-1-(4-hydroxyphenyl)prop-2-en-1-one OC=1C=C(C=CC1OC)C=CC(=O)C1=CC=C(C=C1)O